2-amino-6-(diethylamino)pyridine-3,5-dicarbonitrile NC1=NC(=C(C=C1C#N)C#N)N(CC)CC